[Na].COCC(COC)N(S(=O)(=O)NC(NC1=C2CCCC2=CC=2CCCC12)=O)C=1C=NN(C1)C 3-[(1,3-Dimethoxypropan-2-yl)(1-methyl-1H-pyrazol-4-yl)sulfamoyl]-1-(1,2,3,5,6,7-hexahydro-s-indacen-4-yl)urea sodium salt